N-(6-aminobenzofuran-5-yl)-N-methylmethanesulfonamide NC1=CC2=C(C=CO2)C=C1N(S(=O)(=O)C)C